N[C@@H]1C2=CC(=CC=C2CC12CCN(CC2)C=2NC(C1=C(N2)NN=C1C1(CC1)C1=CC=CC=C1)=O)OC (S)-6-(1-amino-6-methoxy-1,3-dihydrospiro[indene-2,4'-piperidin]-1'-yl)-3-(1-phenylcyclopropyl)-1,5-dihydro-4H-pyrazolo[3,4-d]pyrimidin-4-one